NCCN1C(=CC(=C1)C(=O)OC)C(=O)OC dimethyl 1-(2-aminoethyl)pyrrole-2,4-dicarboxylate